C(CCC)OCCCCP([O-])([O-])=O butoxybutylphosphonate